2-chloro-4-Fluoro-5-(5-(trifluoromethyl)pyridin-2-yl)benzaldehyde ClC1=C(C=O)C=C(C(=C1)F)C1=NC=C(C=C1)C(F)(F)F